((6-(difluoromethoxy)-2-(2-methyl-[1,1'-biphenyl]-3-yl)benzo[d]oxazol-5-yl)methyl)-L-tyrosine hydrochloride Cl.FC(OC1=CC2=C(N=C(O2)C=2C(=C(C=CC2)C2=CC=CC=C2)C)C=C1CN[C@@H](CC1=CC=C(C=C1)O)C(=O)O)F